8-bromo-N'-(cyclopropanecarbonyl)-4-(3-fluoro-4-methylbenzyl)-3-methyl-5-oxo-5,6-dihydro-4H-thieno[3,2-b]azepine-7-carbohydrazide BrC=1C2=C(N(C(CC1C(=O)NNC(=O)C1CC1)=O)CC1=CC(=C(C=C1)C)F)C(=CS2)C